2-[Dimethyl(pent-4-ynyl)ammonio]ethyl hydrogen phosphate P(=O)(OCC[N+](CCCC#C)(C)C)(O)[O-]